C1(CC1)C=1C(C=CC(C1)=O)=O 2-cyclopropyl-1,4-benzoquinone